BrC=1C=C(C=C2N=CC=NC12)N 8-bromoquinoxalin-6-amine